ClC1=NC(=CC(=C1)CNCC1OC(CC1)C)Cl (2,6-Dichloropyridin-4-yl)-N-((5-methyltetrahydrofuran-2-yl)methyl)methanamine